FC=1C(=NC(=NC1)N1CCC(CC1)(C(=O)Cl)C)C1=NC=NN1C 1-(5-fluoro-4-(1-methyl-1H-1,2,4-triazol-5-yl)pyrimidin-2-yl)-4-methylpiperidine-4-carbonyl chloride